CC1=C(C=CC=C1Cl)NS([O-])(=O)=O.[Na+] Sodium (2-methyl-3-chlorophenyl)sulfamate